CSC=1C=NC(=NC1)NCC1CC(N(C1)C(=O)OC(C)(C)C)=O tert-Butyl 4-(((5-(methylthio)pyrimidin-2-yl)amino)methyl)-2-oxopyrrolidine-1-carboxylate